2-(3-(1-acetylpiperidin-4-yl)-5'-fluoro-1'-methyl-1H,1'H-[4,6'-biindazol]-1-yl)-N-(4-methylpyridin-3-yl)acetamide C(C)(=O)N1CCC(CC1)C1=NN(C=2C=CC=C(C12)C1=C(C=C2C=NN(C2=C1)C)F)CC(=O)NC=1C=NC=CC1C